COC[C@@]1(NC2=C(NC1=O)C=NC1=C2C=CN1S(=O)(=O)C1=CC=CC=C1)C([2H])([2H])[2H] (S)-2-(methoxymethyl)-2-(methyl-d3)-7-(benzenesulfonyl)-1,2,4,7-tetrahydro-3H-pyrrolo[3',2':5,6]pyrido[3,4-b]pyrazin-3-one